CN(C(=O)C1=CC=C(C=C1)C1=CNC2=NC=C(C=C21)C=2C=C1CCN(CC1=C(C2)C)CCC(=O)O)C 3-(6-(3-(4-(dimethylcarbamoyl)phenyl)-1H-pyrrolo[2,3-b]pyridin-5-yl)-8-methyl-3,4-dihydroisoquinolin-2(1H)-yl)propanoic acid